The molecule is an anionic ceramide phosphoinositol compound having a tetracosanoyl group attached to the ceramide nitrogen and no hydroxylation at C-4 of the long-chain base, or at C-2 or C-3 of the very-long-chain fatty acid. Major species at pH 7.3. It is an inositol phosphodihydroceramide(1-) and an Ins-1-P-Cer-A 42:0(1-). It is a conjugate base of an Ins-1-P-Cer(d18:0/24:0). CCCCCCCCCCCCCCCCCCCCCCCC(=O)N[C@@H](COP(=O)([O-])OC1[C@@H]([C@H](C([C@H]([C@H]1O)O)O)O)O)[C@@H](CCCCCCCCCCCCCCC)O